5,6,8,9-tetrahydrocyclohepta[4,5-d]pyridazin-1-yl-5-(trifluoromethyl)phenol C1(=NN=CC2=C1CCCCC2)C2=C(C=C(C=C2)C(F)(F)F)O